2-butyl-1-(2,6-diethylphenyl)-5-{[4-(2-fluoro-3-methylpyridin-4-yl)phenyl]methyl}-6-hydroxy-1,4-dihydropyrimidin-4-one C(CCC)C=1N(C(=C(C(N1)=O)CC1=CC=C(C=C1)C1=C(C(=NC=C1)F)C)O)C1=C(C=CC=C1CC)CC